O.[F-].[Al+3].[F-].[F-] aluminum fluoride, hydrate